ethyl-2-methyl-4-oxo-2-cyclohexene C(C)C1C(=CC(CC1)=O)C